4-phenylpiperidine-4-carbonitrile C1(=CC=CC=C1)C1(CCNCC1)C#N